CN1N=CC2=CC=CC(=C12)NS(=O)(=O)C=1C=NN(C1)[C@H]1CN(CCC1)C(=O)OC(C)(C)C tert-butyl (3R)-3-{4-[(1-methylindazol-7-yl)sulfamoyl]pyrazol-1-yl}piperidine-1-carboxylate